CC1=C(NS(C=C1)(=O)=O)C(=O)[O-] Methyl-1,2-thiazinecarboxylate-1,1-dioxide